BrC1=C(C=C2C=C(N=CC2=C1)OCCC(C)(C)O)C(F)(F)P(O)(O)=O ((7-bromo-3-(3-hydroxy-3-methylbutoxy)isoquinolin-6-yl)difluoromethyl)phosphonic acid